C(C)N(C1=C(C=CC(=C1)NCC1=CC=C(C=C1)C(F)(F)F)NC([C@H]([C@@H](CCCCC)F)F)=O)CC (2R,3R)-N-(2-(diethylamino)-4-((4-(trifluoromethyl)benzyl)amino)phenyl)-2,3-difluorooctanamide